N-((1R,3S,5s,7s)-2-(5-(4,4,5,5-tetramethyl-1,3,2-dioxaborolan-2-yl)pyrazin-2-yl)-2-azaadamantan-5-yl)formamide CC1(OB(OC1(C)C)C=1N=CC(=NC1)N1[C@@H]2CC3CC(C[C@@H]1C3)(C2)NC=O)C